ClC=1C=CC(=C(C1)C1=CC(=C(N=N1)N(CC1(C(OCC1)=O)C)C)NC1=CC(=NC=C1)NC(CN1CCN(CCC1)C)=O)F N-(4-((6-(5-chloro-2-fluoro-phenyl)-3-(methyl((3-methyl-2-oxooxolan-3-yl)methyl)-amino)pyridazin-4-yl)amino)-pyridin-2-yl)-2-(4-methyl-1,4-diazepan-1-yl)acetamide